(1-azabicyclo[3.2.1]oct-5-yl)-5-(piperidin-1-ylmethyl)-5,6-dihydro-1,4,2-dioxazine N12CCCC(CC1)(C2)C2=NOCC(O2)CN2CCCCC2